(E)-4-methoxy-2-pentene COC(/C=C/C)C